C1(CC1)C1=C(C(=NO1)C1=C(C=CC=C1Cl)Cl)C(=O)OC1C[C@H]2CC[C@@H](C1)N2C=2SC1=C(N2)C(=CC(=C1)C(=O)OC)F methyl 2-[(1R,3R,5S)-3-[[5-cyclopropyl-3-(2,6-dichlorophenyl)-1,2-oxazol-4-yl]carbonyloxy]-8-azabicyclo[3.2.1]octan-8-yl]-4-fluoro-1,3-benzothiazole-6-carboxylate